C12(C(CCCC1)=O)C1CCC(C2)C1 norbornane-2-spiro-2'-cyclohexanone